4-methyl-1-(2-(6-(trifluoromethyl)imidazo[1,2-a]pyridin-3-yl)pyrimidin-4-yl)piperidine-4-carboxamide CC1(CCN(CC1)C1=NC(=NC=C1)C1=CN=C2N1C=C(C=C2)C(F)(F)F)C(=O)N